P(OC1=C(C(=CC=C1)C)C)([O-])[O-] monoxylyl phosphite